CC([C@@H](C(=O)O)NC(C(F)(F)F)=O)(C)C (S)-3,3-dimethyl-2-(2,2,2-trifluoroacetylamino)butyric acid